C(C)(=O)N1CCC(CC1)C1=NN(C=2C=CC=C(C12)C1=C(C=C2C=NN(C2=C1)C)OC)CC(=O)NCC(=O)NCC(=O)O (2-(3-(1-acetylpiperidin-4-yl)-5'-methoxy-1'-methyl-1H,1'H-[4,6'-biindazol]-1-yl)acetyl)glycylglycine